C(C)C1=C(C2=CC=CC=C2C=C1)C=C ethyl-1-vinylnaphthalene